1-allyl acrylate C(C=C)(=O)OCC=C